1,2-dichlorodiazabenzene ClC1=C(N=NC=C1)Cl